ethyl 2-(4-(hydroxymethyl)-1-oxo-6-(trifluoromethyl)phthalazin-2(1H)-yl)acetate OCC1=NN(C(C2=CC=C(C=C12)C(F)(F)F)=O)CC(=O)OCC